4-methyl-5-hydroxy-2-ethyl-thiazole CC=1N=C(SC1O)CC